C(C=C)[C@H]1O[C@@H]([C@H]([C@@H]([C@@H]1OCC1=CC=CC=C1)OCC1=CC=CC=C1)OCC1=CC=CC=C1)COCC1=CC=CC=C1 (2R,3R,4R,5R,6R)-2-allyl-3,4,5-tris(benzyloxy)-6-((benzyloxy)methyl)tetrahydro-2H-pyran